5-(4,4-dimethyl-5-oxo-3-(trans-4-(2-((tetrahydro-2H-pyran-2-yl)oxy)ethoxy)cyclohexyl)-2-thioxoimidazolidin-1-yl)picolinecarbonitrile CC1(N(C(N(C1=O)C=1C=CC(=NC1)CC#N)=S)[C@@H]1CC[C@H](CC1)OCCOC1OCCCC1)C